CN1C(N(C2=CC(=CC=C2C1)C(=O)NCC1=C(C=C(C=C1F)F)F)CC1=NOC(=C1)C)=O 3-methyl-1-((5-methylisoxazol-3-yl)methyl)-2-oxo-N-(2,4,6-trifluorobenzyl)-1,2,3,4-tetrahydroquinazoline-7-carboxamide